4-(TERT-BUTYLDIMETHYLSILYLOXY)-3-METHOXYPHENYLBORONIC ACID [Si](C)(C)(C(C)(C)C)OC1=C(C=C(C=C1)B(O)O)OC